ClC=1C=C(C(C(=O)O)=CC1)C(=O)O.[Na] Monosodium 4-chlorophthalic acid